FC1=CC=C(C=C1)C1=C(N(C2=CC=CC=C12)C(C)C)C=CC=O 3-(3-(4-Fluorophenyl)-1-isopropyl-1H-indol-2-yl)Acrylaldehyde